C1[C@@H]([C@H](O[C@H]1N2C3=C(C(=O)NC(=N3)N)NC2=O)COP(=O)([O-])OP(=O)([O-])[O-])O The molecule is an organophosphate oxoanion arising from deprotonation of the three diphosphate OH groups of 8-oxo-dGDP; major species at pH 7.3. It is a conjugate base of an 8-oxo-dGDP.